2-amino-4,4,4-trifluoro-2-methylbutanenitrile hydrochloride Cl.NC(C#N)(CC(F)(F)F)C